COC1=NC2=CC=C(C=C2C=C1)C=1C2=C(C(N(C1)C)=O)NC=C2 4-(2-methoxyquinolin-6-yl)-6-methyl-1H-pyrrolo[2,3-c]pyridin-7(6H)-one